ClC1=NC(=CC=C1N1CCN(CC1)CC=1C=C2NC(C=3N(C2=CC1)N=CC3)=O)C(NC)=O 7-((4-(2-chloro-6-(methylcarbamoyl)pyridin-3-yl)piperazin-1-yl)methyl)pyrazolo[1,5-a]quinoxalin-4(5H)-one